C(C)N(C=1C(=C(C(=O)N)C=CC1)OC)C(C1=CC=C(C=C1)C#N)=O 3-[ethyl-(4-cyanobenzoyl)amino]-2-methoxybenzamide